1-[3-fluoro-5-isobutyl-2-(2H-tetrazol-5-yl)phenyl]-4-[(4-methoxy-3,5-dimethyl-2-pyridyl)methyl]-piperazine FC=1C(=C(C=C(C1)CC(C)C)N1CCN(CC1)CC1=NC=C(C(=C1C)OC)C)C=1N=NNN1